C(C)(C)(C)OC(=O)N1C([C@@H](CC1)C[C@@H](C(=O)OC)N=C(C1=CC=CC=C1)C1=CC=CC=C1)=O.ClCC1=CC=C(C=C1)C1=NC=C(C=C1)C(F)(F)F 2-(4-(chloromethyl)phenyl)-5-(trifluoromethyl)pyridine tert-butyl-(S)-3-((S)-2-((diphenylmethylene)amino)-3-methoxy-3-oxopropyl)-2-oxopyrrolidine-1-carboxylate